2,2,2-trifluoro-1-(6-methoxy-2-(2-methoxy-7-methylquinoxalin-5-yl)benzo[d]thiazol-4-yl)ethanol FC(C(O)C1=CC(=CC2=C1N=C(S2)C2=C1N=CC(=NC1=CC(=C2)C)OC)OC)(F)F